C(C)(C)(C)C1N(CC=C(C1)C=1C=NN(C1)C)C(=O)O.C(C)(C)(CC)C(C(=O)OO)CCCCC.C1(CC1)C1=CC=C(C=C1)NC(=N)N 1-(4-cyclopropylphenyl)guanidine t-amyl-peroxy-n-heptanoate tert-butyl-4-(1-methyl-1H-pyrazol-4-yl)-3,6-dihydropyridine-1(2H)-carboxylate